2-(dimethylamino)-5-fluorobenzamide CN(C1=C(C(=O)N)C=C(C=C1)F)C